BrC1=CC(=C(C=C1Cl)NC(=O)N[C@@H](C)C=1N(N=CN1)C1=NC=CC=N1)F 1-(4-bromo-5-chloro-2-fluoro-phenyl)-3-[(1S)-1-(2-pyrimidin-2-yl-1,2,4-triazol-3-yl)ethyl]urea